C(C)(C)(C)C(N(C(O)=O)C)C1OCCC2=CC=C(C=C12)Br.C(C)NC(CCCCCCCCCCC)=O N-ethyl-lauramide tert-Butyl-(7-bromoisochroman-1-yl)methyl(methyl)carbamate